BrC1=CC=CC2=C1OCCN2C(C)=O 1-(8-Bromo-2,3-dihydro-4H-benzo[b][1,4]oxazin-4-yl)ethan-1-one